O=C1NC(CCC1C1=COC2=C1C=C(C=C2)C#CCNC(C2=NC=C(C=C2)C=2C=C1CCCN(C1=CC2F)C=2C=1C=C(C(N(C1C=C(C2)CC)C)=O)C)=O)=O N-(3-(3-(2,6-dioxopiperidin-3-yl)benzofuran-5-yl)prop-2-yn-1-yl)-5-(7'-ethyl-7-fluoro-1',3'-dimethyl-2'-oxo-1',2',3,4-tetrahydro-2H-[1,5'-biquinolin]-6-yl)picolinamide